methyl 2,4-dimethyl-1-oxophthalazine-6-carboxylate CN1C(C2=CC=C(C=C2C(=N1)C)C(=O)OC)=O